NC=1C=CC(=NC1)CC(C)(C)C1=CC(=CC=C1)Cl 1-(5-amino-2-pyridyl)-2-(3-chlorophenyl)-2-methyl-propane